FC(C1=CC(=NC=2CCCC(C12)O)O)(F)F 4-(Trifluoromethyl)-5,6,7,8-tetrahydroquinoline-2,5-diol